O=C1NC(CCC1N1CCOC2=C1C=CC=C2C2CCN(CC2)CC(=O)O)=O 2-[4-[4-(2,6-dioxo-3-piperidyl)-2,3-dihydro-1,4-benzoxazin-8-yl]-1-piperidyl]acetic acid